distearoyl-ethyl-hydroxyethyl-methyl-ammonium methyl-sulfate COS(=O)(=O)[O-].C(CCCCCCCCCCCCCCCCC)(=O)C([NH+](CCO)CC)C(CCCCCCCCCCCCCCCCC)=O